The molecule is a 2-hydroxy fatty acid anion that is the conjugate base of 2-hydroxyoctacosanoic acid, obtained by deprotonation of the carboxy group; major species at pH 7.3. It is a 2-hydroxy fatty acid anion 28:0 and an ultra-long-chain fatty acid anion. It is a conjugate base of a 2-hydroxyoctacosanoic acid. CCCCCCCCCCCCCCCCCCCCCCCCCCC(C(=O)[O-])O